bisDimethylaminosilane CN(C)[SiH2]N(C)C